O=C1NN=C(C2=CC=CC=C12)CCCC(=O)N1CCN(CC1)C1=NC=C(C=N1)C#N 2-(4-(4-(4-oxo-3,4-dihydrophthalazin-1-yl)butanoyl)piperazin-1-yl)pyrimidine-5-carbonitrile